methyl 4-chloro-5-fluoro-2-((4-fluoro-2-(1-((2-(6-methoxy-3-nitropyridin-2-yl) ethyl) amino) ethyl) phenyl)-amino)-benzoate ClC1=CC(=C(C(=O)OC)C=C1F)NC1=C(C=C(C=C1)F)C(C)NCCC1=NC(=CC=C1[N+](=O)[O-])OC